BrC=1C(=NC(=C(C(=O)NC=2C=C(C=CC2)[S@](=O)(C)=NC(OC(C)(C)C)=O)C1C)N1CCC(CCC1)(F)F)C tert-butyl (R)-((3-(5-bromo-2-(4,4-difluoroazepan-1-yl)-4,6-dimethylnicotinamido)phenyl)(methyl)(oxo)-λ6-sulfaneylidene)carbamate